C(C1=CC=CC=C1)OC1=NC(=CC=C1C1=C(C=C(C2=C1CCO2)N2CC(C2)NC(OC(C)(C)C)=O)F)OCC2=CC=CC=C2 tert-butyl (1-(4-(2,6-bis(benzyloxy)pyridin-3-yl)-5-fluoro-2,3-dihydrobenzofuran-7-yl)azetidin-3-yl)carbamate